C(CC(C)C)N1[C@H](CN(CC1)CC1=CC=2N(C=C1)N=CC2N2C(NC(CC2)=O)=O)C (S)-1-(5-((4-isopentyl-3-methylpiperazin-1-yl)methyl)pyrazolo[1,5-a]pyridin-3-yl)dihydropyrimidine-2,4(1H,3H)-dione